CN(P(C1=C(C=CC=C1)OC(F)(F)F)C1=CC(=CC=C1)[Si](CCCC)(CCCC)CCCC)P(C1=C(C=CC=C1)OC(F)(F)F)C1=CC(=CC=C1)[Si](CCCC)(CCCC)CCCC N-methyl-1-(3-(tributylsilyl)phenyl)-N-((3-(tributylsilyl)phenyl)(2-(trifluoromethoxy)phenyl)phosphaneyl)-1-(2-(trifluoromethoxy)phenyl)phosphanamine